C1(CC1)C1=NN2C(N=CC=C2)=C1 cyclopropylpyrazolo[1,5-a]pyrimidin